CN1N=C(C(=C1)C)C1(CC1)NC1=C(C(C1=O)=O)NC1=C(C(=NC=C1)C(=O)N(C)C)O 4-((2-((1-(1,4-dimethyl-1H-pyrazol-3-yl)cyclopropyl)amino)-3,4-dioxocyclobut-1-en-1-yl)amino)-3-hydroxy-N,N-dimethylpicolinamide